[Br-].C(=C)C1=CC=C(CNC(CCCCC[N+](C)(C)CCCCCCCCCCCCCCCC)O)C=C1 N-(6-(p-vinylbenzylamino)-6-hydroxyhexyl)-N,N-dimethylhexadecylammonium bromide